C1(=CC(=CC=C1)N(C1=CC=C(C=C1)N(C1=CC=C(C2=CC=C(N(C3=CC=CC=C3)C3=CC=C(C=C3)N(C=3C=C(C=CC3)C)C=3C=C(C=CC3)C)C=C2)C=C1)C1=CC=CC=C1)C=1C=C(C=CC1)C)C bis[4-di(m-tolyl)aminophenyl]-N,N'-diphenyl-benzidine